rac-(3aR,5r,6aS)-2-(2-(3-fluoro-4-hydroxyphenyl)-2-hydroxyethyl)-5-(4-fluorobenzyl)octahydrocyclopenta[c]pyrrol-5-ol FC=1C=C(C=CC1O)C(CN1C[C@@H]2[C@H](C1)CC(C2)(O)CC2=CC=C(C=C2)F)O |r|